5-(6-chloro-2,5-dimethylpyrimidin-4-yl)-N-(2-fluorophenyl)-4,5,6,7-tetrahydrothiazolo[5,4-c]pyridin-2-amine ClC1=C(C(=NC(=N1)C)N1CC2=C(CC1)N=C(S2)NC2=C(C=CC=C2)F)C